Cl.FC1=C(C=CC=C1)N1C2=C(C=3C=CC=CC13)CNCC2 5-(2-fluorophenyl)-2,3,4,5-tetrahydro-1H-pyrido[4,3-b]indole hydrochloride